O1C(=CC=C1)CNC(CSC1=NC=2C=CC=CC2C=2N1C(C(N2)CC(C(=O)N2CCN(CC2)C2=CC=CC=C2)=O)=O)=O N-(furan-2-ylmethyl)-2-((3-oxo-2-(2-oxo-2-(4-phenylpiperazin-1-Oyl)ethyl)-2,3-dihydroimidazo[1,2-c]quinazolin-5-yl)thio)acetamide